tert-butyl 4-(p-tolylsulfonyloxy)azepane-1-carboxylate C1(=CC=C(C=C1)S(=O)(=O)OC1CCN(CCC1)C(=O)OC(C)(C)C)C